(2S,4r)-4-hydroxy-N-methyl-1-[rac-(2S)-2-azido-3-methyl-butyryl]pyrrolidine-2-carboxamide O[C@@H]1C[C@H](N(C1)C([C@H](C(C)C)N=[N+]=[N-])=O)C(=O)NC |&1:7|